(2S,3S,4R,5R)-3-(3,4-difluoro-2-vinyl-phenyl)-4,5-dimethyl-5-(trifluoromethyl)tetrahydrofuran FC=1C(=C(C=CC1F)[C@H]1CO[C@]([C@@H]1C)(C(F)(F)F)C)C=C